ClC=1C=C2C3(C=4C(=NC=CC4)C2=CC1)C1=CC=CC=C1C=1C=CC=CC13 7'-chlorospiro[fluorene-9,5'-indeno[1,2-b]pyridine]